ClC1=C2CCN[C@@H](C2=C(C=C1)O)CN1C(C2=CC=CC=C2C1=O)=O 2-[[(1S)-5-chloro-8-hydroxy-1,2,3,4-tetrahydroisoquinolin-1-yl]methyl]isoindoline-1,3-dione